ClC1=C(C=C(C(=C1)F)OC)C1=CC=2N(C(N(C(C2S1)=O)C=1C=2C(C=NC1)=CN(N2)COCC[Si](C)(C)C)=O)CCC#N 3-(6-(2-chloro-4-fluoro-5-methoxyphenyl)-2,4-dioxo-3-(2-((2-(trimethylsilyl)ethoxy)methyl)-2H-pyrazolo[4,3-c]pyridin-7-yl)-3,4-dihydrothieno[3,2-d]pyrimidin-1(2H)-yl)propanenitrile